C12(CC1)COC1=C2C(=CC=C1)OC1=NC=C(C=N1)NC1=NC=CC=C1N N2-(2-spiro[2H-benzofuran-3,1'-cyclopropane]-4-yloxypyrimidin-5-yl)pyridine-2,3-diamine